C(CC)N1C(NC(NC1=O)=O)=O Propyl-1,3,5-triazine-2,4,6(1H,3H,5H)-trione